C(C)(C)(C)OC(=O)N1CCN(CC1)CCOC=1C(=C2CC(CC2=CC1)C=O)C#N 4-[2-[(4-cyano-2-formyl-2,3-dihydro-1H-inden-5-yl)oxy]ethyl]piperazine-1-carboxylic acid tert-butyl ester